COC=1C=C(CN(C2=C3N=C(NC3=NC=N2)C2=CC=C(C=C2)CO)C)C=CC1OC N-(3,4-Dimethoxybenzyl)-N-methyl-8-(4-(hydroxymethyl)phenyl)-9H-purin-6-amine